CC(C)N1C(C=CC2=CN=CC=C12)=O 1-(prop-2-yl)-1,6-naphthyridin-2(1H)-one